N-(1-methylpiperidin-3-yl)-4-(6-(trifluoromethyl)pyridin-3-yl)phthalazin-1-amine CN1CC(CCC1)NC1=NN=C(C2=CC=CC=C12)C=1C=NC(=CC1)C(F)(F)F